C(C)C1(CS(C2=C(N(C1)C1=CC=C(C=C1)F)C=C(C(=C2)OCC(C(=O)OC)(C)C)SC)(=O)=O)CC Methyl 3-((3,3-diethyl-5-(4-fluorophenyl)-7-(methylthio)-1,1-dioxido-2,3,4,5-tetrahydro-1,5-benzothiazepin-8-yl)oxy)-2,2-dimethylpropanoate